[2H]C(N1C(OCCC1)=O)(C=1C(=NC=C(C1)C1=CC(=C(C=C1)F)OC(F)F)C)[2H] 3-[Dideuterio-[5-[3-(difluoromethoxy)-4-fluoro-phenyl]-2-methyl-3-pyridyl]methyl]-1,3-oxazinan-2-one